di(cyclopentadienyl)-bis[2,6-difluoro-3-methyl-4-(2-(1H-pyrrol-1-yl)ethyl)phenyl]titanium C1(C=CC=C1)[Ti](C1=C(C(=C(C=C1F)CCN1C=CC=C1)C)F)(C1=C(C(=C(C=C1F)CCN1C=CC=C1)C)F)C1C=CC=C1